N-(6-chloro-2-methoxy-5-nitropyridine-3-yl)acetamide ClC1=C(C=C(C(=N1)OC)NC(C)=O)[N+](=O)[O-]